BrC=1C=C(C=CC1)C=1N=C2N(C=C(C=C2)Cl)C1C=O 2-(3-BROMO-PHENYL)-6-CHLORO-IMIDAZO[1,2-A]PYRIDIN-3-CARBALDEHYDE